BrC1=NC=C(C(=O)N2CCN(CC2)C(=O)OC(C)(C)C)C=C1 tert-Butyl 4-(6-bromonicotinoyl)piperazine-1-carboxylate